hydrazono-bis(3-ethylbenzothiazoline-6-sulfonic acid) N(N)(C1SC2=C(N1CC)C=CC(=C2)S(=O)(=O)O)C2SC1=C(N2CC)C=CC(=C1)S(=O)(=O)O